benzylhexadecyltrimethylammonium bromide [Br-].C(C1=CC=CC=C1)C[N+](C)(C)CCCCCCCCCCCCCCCC